(R)-6-(2,2-difluoro-6-(2-methylpyridin-4-yl)morpholino)-8-(2,4-difluorophenyl)-2,3-dimethylpyrido[3,4-d]pyrimidin-4(3H)-one FC1(O[C@@H](CN(C1)C1=CC2=C(N=C(N(C2=O)C)C)C(=N1)C1=C(C=C(C=C1)F)F)C1=CC(=NC=C1)C)F